C1(CC1)C=1C=CC(=C(C1)NC(=O)N1CC(CC1)(C1=NC=NS1)C1=CC(=C(C=C1)C)F)C(NCCOC)=O N-(5-cyclopropyl-2-((2-methoxyethyl)carbamoyl)phenyl)-3-(3-fluoro-4-methylphenyl)-3-(1,2,4-thiadiazol-5-yl)pyrrolidine-1-carboxamide